C(C)(=O)O[C@@H]1[C@@H]([C@H]([C@@H](SC=2C=C(C(=NC2)C#N)Cl)O[C@@H]1COC(C)=O)OC)N=[N+]=[N-] 3-Chloro-2-cyano-pyridine-5-yl 4,6-di-O-acetyl-3-azido-3-deoxy-2-O-methyl-1-thio-α-D-galactopyranoside